C1CN(CCN1CCCN2C(=O)C3=CC=CC=C3NC2=O)C4=CC(=CC=C4)Cl n-octylcyanoacetate